O1C(C1)CN1C(C2=CC=CC=C2C1=O)=O 2-[(oxiran-2-yl)methyl]-1H-isoindole-1,3(2H)-dione